allyl N-[2-[[2-[[(1S)-1-benzyl-2-[[2-[4-(hydroxymethyl)anilino]-2-oxo-ethyl]amino]-2-oxo-ethyl]amino]-2-oxo-ethyl]amino]-2-oxo-ethyl]carbamate C(C1=CC=CC=C1)[C@@H](C(=O)NCC(=O)NC1=CC=C(C=C1)CO)NC(CNC(CNC(OCC=C)=O)=O)=O